COC(C(NC1=CC=C(C=C1)OC)C1=CC2=CC=CC=C2C=C1)=O (2-naphthyl)-(4-methoxyanilino)acetic acid methyl ester